2-bromo-N-((6-cyclopropylquinolin-3-yl)methyl)pyridin-4-amine BrC1=NC=CC(=C1)NCC=1C=NC2=CC=C(C=C2C1)C1CC1